E-Glutamine N[C@@H](CCC(N)=O)C(=O)O